NC=1C=CC(=C2CCCC12)C1=CC=CC2=C1C(=NO2)N 4-(7-amino-2,3-dihydro-1H-inden-4-yl)benzo[d]isoxazol-3-amine